7-[5-(2-Benzylmorpholin-4-carbonyl)pyridin-3-yl]-5-(trifluoromethyl)pyrrolo[2,1-f][1,2,4]triazin-4-amin C(C1=CC=CC=C1)C1CN(CCO1)C(=O)C=1C=C(C=NC1)C1=CC(=C2C(=NC=NN21)N)C(F)(F)F